COCOC1=C(C=CC=C1)C(CC1=CC=NC=C1)(O)C1=C(C=CC=C1)OCOC 4-(2,2-bis(2-methoxymethoxyphenyl)-2-hydroxy-ethyl)-pyridine